C1(=CC=CC=C1)S(=O)(=O)OC=1C=C(C=CC1)NC(=O)NC1=CC(=CC=C1)OS(=O)(=O)C N-[3-(phenylsulfonyloxy)phenyl]-N'-[3-(mesyloxy)phenyl]urea